O1CC(CC1)NC(OC1CC(CC1)C1=CC(=NN1)NC1=C(C2=C(CS(C2)(=O)=O)C=C1)F)=O 3-(3-((4-fluoro-2,2-dioxido-1,3-dihydrobenzo[c]thiophen-5-yl)amino)-1H-pyrazol-5-yl)cyclopentyl (tetrahydrofuran-3-yl)carbamate